6-chloro-5-(2,2-difluoroethyl)picolinic acid methyl ester COC(C1=NC(=C(C=C1)CC(F)F)Cl)=O